COC1CCN(CC1)C1=NC=CC(=N1)NC=1N=CC2=C(C=CC(=C2C1)C(C)NC(C=C)=O)N1[C@@H]([C@H](C1)CS(=O)(=O)C)C N-(1-(3-((2-(4-methoxypiperidin-1-yl)pyrimidin-4-yl)amino)-8-((2R,3S)-2-methyl-3-((methylsulfonyl)methyl)azetidin-1-yl)isoquinolin-5-yl)ethyl)acrylamide